tert-butyl (R)-3-(((R)-tert-butylsulfinyl) amino)-3H-spiro[furo[2,3-b]pyridine-2,4'-piperidine]-1'-carboxylate C(C)(C)(C)[S@@](=O)N[C@@H]1C=2C(=NC=CC2)OC12CCN(CC2)C(=O)OC(C)(C)C